[W].[Sc].FC(C1=CC=C(C=C1)N1CCC1)(F)F 1-(4-(trifluoromethyl)phenyl)azetidine scandium-tungsten